C1(=CC=CC=C1)C=1C(=C(C(=C(C1)[Pt-2](C1=CC=CC=C1)(C1=CC=CC=C1)C1=CC=CC=C1)C1=CC=CC=C1)C1=CC=CC=C1)C1=CC=CC=C1 racemic-Tetraphenyltetraphenylplatinum(II)